P(OC(C)(C)C)(OCC1=CC=C(C=C1)O)=O tert-butyl 4-hydroxybenzyl phosphonate